N-[(6-Amino-2-pyridyl)sulfonyl]-6-(6-ethoxy-4-methyl-2-pyridyl)-2-[(4S)-2,2,4-trimethylpyrrolidin-1-yl]pyridin-3-carboxamid NC1=CC=CC(=N1)S(=O)(=O)NC(=O)C=1C(=NC(=CC1)C1=NC(=CC(=C1)C)OCC)N1C(C[C@@H](C1)C)(C)C